6-(3,3-difluoroazetidin-1-yl)-N-(5-(5-(2-methylpyridin-4-yloxy)-1H-benzo[d]imidazol-2-yl)pyridin-2-yl)quinolin-4-amine FC1(CN(C1)C=1C=C2C(=CC=NC2=CC1)NC1=NC=C(C=C1)C1=NC2=C(N1)C=CC(=C2)OC2=CC(=NC=C2)C)F